ethyl 4-hydroxy-3-(hydroxymethyl)butanoate OCC(CC(=O)OCC)CO